FC1=C(C(=CC=C1)F)C1N(CCC1)C1=CC(=C(C(=O)N[C@H](C)\C=C\S(=O)(=O)C)C=C1)F 4-(2-(2,6-difluorophenyl)pyrrolidin-1-yl)-2-fluoro-N-((R,E)-4-(methylsulfonyl)but-3-en-2-yl)benzamide